2,5-diazaspiro[3.4]-octane C1NCC12NCCC2